4-chlorobenzyl (4-((1-(dimethylcarbamoyl)piperidin-4-yl)methyl)phenyl)carbamate CN(C(=O)N1CCC(CC1)CC1=CC=C(C=C1)NC(OCC1=CC=C(C=C1)Cl)=O)C